2-bromo-4-methyl-5-(trimethylgermyl)pyridine BrC1=NC=C(C(=C1)C)[Ge](C)(C)C